(7R)-2-{2-[1-(cyclopropylmethyl)-1H-indol-2-yl]-7-methoxy-1-{[1-(1,3-thiazole-5-carbonyl)azetidin-3-yl]methyl}-1H-1,3-benzodiazole-5-carbonyl}-2-azabicyclo[2.2.1]heptan-7-amine C1(CC1)CN1C(=CC2=CC=CC=C12)C1=NC2=C(N1CC1CN(C1)C(=O)C1=CN=CS1)C(=CC(=C2)C(=O)N2C1CCC(C2)[C@H]1N)OC